1-(4-aminopiperidin-1-yl)-2-(3-isopropyl-2-(2-methylpyridin-4-yl)-1H-indol-5-yl)propan-1-one NC1CCN(CC1)C(C(C)C=1C=C2C(=C(NC2=CC1)C1=CC(=NC=C1)C)C(C)C)=O